BrCC(=O)C1=NNC2=CC=CC=C12 2-bromo-1-(1H-indazol-3-yl)ethan-1-one